CNC(CC)(O)O N-methylaminopropanediol